N-((6S,7S)-6-((2,3'-difluoro-[1,1'-biphenyl]-3-yl)methyl)-5-(2,2-difluoropropanoyl)-5-azaspiro[2.4]heptan-7-yl)-1-fluoromethanesulfonamide FC1=C(C=CC=C1C[C@@H]1N(CC2(CC2)[C@@H]1NS(=O)(=O)CF)C(C(C)(F)F)=O)C1=CC(=CC=C1)F